[Al].[Al].[Y] yttrium aluminide